2-[5-(trifluoromethyl)-2-pyridyl]phenol FC(C=1C=CC(=NC1)C1=C(C=CC=C1)O)(F)F